NC1=NC=CC=C1C1=NC=2C(=NC(=CC2)C2=CC=CC=C2)N1C1=C(C=C(C=C1)NC(=O)C1CCC(CC1)C(=O)OC)C methyl (1r,4r)-4-((4-(2-(2-aminopyridin-3-yl)-5-phenyl-3H-imidazo[4,5-b]pyridin-3-yl)-3-methylphenyl)carbamoyl)cyclohexane-1-carboxylate